6-((4-((2-Isopropyl-4-phenylthiazol-5-yl)oxy)pyridin-2-yl)amino)nicotinic acid C(C)(C)C=1SC(=C(N1)C1=CC=CC=C1)OC1=CC(=NC=C1)NC1=NC=C(C(=O)O)C=C1